CN(C1=CC=C(C=C1)C1=CC=C(C=C1)CN(C(=O)C1CCCCC1)C1=CC(=CC=C1)\C=C\C)C (E)-N-((4'-(Dimethylamino)-[1,1'-biphenyl]-4-yl)methyl)-N-(3-(prop-1-en-1-yl)phenyl)cyclohexanecarboxamide